sulfosuccinimidyl 6-(biotinamido)hexanoate C(CCCC[C@@H]1SC[C@@H]2NC(=O)N[C@H]12)(=O)NCCCCCC(=O)ON1C(C(CC1=O)S(=O)(=O)O)=O